2-(methylsulfinyl)-1-(2-(5-(p-tolyl)-1H-imidazol-2-yl)piperidin-1-yl)propan-1-one Dimethyl-(3S,4S)-4-allyl-1-formyl-3-hydroxy-3-methylpyrrolidine-2,2-dicarboxylate COC(=O)C1(N(C[C@@H]([C@]1(C)O)CC=C)C=O)C(=O)OC.CS(=O)C(C(=O)N1C(CCCC1)C=1NC(=CN1)C1=CC=C(C=C1)C)C